COC(C1=CC(=CC(=N1)C(=O)NC)C(=O)N[C@@H]1[C@H](C1)C)C1=CC=CC=C1 6-(methoxy(phenyl)methyl)-N2-methyl-N4-((1S,2S)-2-methylcyclopropyl)pyridine-2,4-dicarboxamide